Rac-tert-butyl (3aR,6aS)-2,3,3a,4,6,6a-hexahydro-1H-pyrrolo[3,4-c]pyrrole-5-carboxylate C1NC[C@H]2[C@@H]1CN(C2)C(=O)OC(C)(C)C |r|